N-((1S,3R)-3-Acetamidocyclopentyl)-5-(4-isopropoxy-2-methylphenyl)-4-oxo-4,5-dihydro-3H-1-thia-3,5,8-triazaacenaphthylene-2-carboxamide C(C)(=O)N[C@H]1C[C@H](CC1)NC(=O)C=1SC=2N=CC=C3N(C(NC1C23)=O)C2=C(C=C(C=C2)OC(C)C)C